5-methoxy-α,α,β,β-tetradeutero-N,N-dimethyltryptamine COC1=CC=C2NC=C(C(C(N(C)C)([2H])[2H])([2H])[2H])C2=C1